methyl 4-bromo-2-((1-(phenylsulfonyl)-1H-pyrrolo[2,3-b]pyridine-5-yl)oxy)benzoate BrC1=CC(=C(C(=O)OC)C=C1)OC=1C=C2C(=NC1)N(C=C2)S(=O)(=O)C2=CC=CC=C2